tert-butyl (3-((5-((N-benzylacetamido)methyl)-2-(methylsulfinyl)pyrimidin-4-yl)amino)phenyl)carbamate C(C1=CC=CC=C1)N(C(C)=O)CC=1C(=NC(=NC1)S(=O)C)NC=1C=C(C=CC1)NC(OC(C)(C)C)=O